methyl 2-(methylamino)acetate CNCC(=O)OC